N-[4-(4-Chlorophenyl)-1-(2,6-difluoro-4-methoxyphenyl)-1H-imidazol-2-yl]-4-(difluoromethoxy)benzamide ClC1=CC=C(C=C1)C=1N=C(N(C1)C1=C(C=C(C=C1F)OC)F)NC(C1=CC=C(C=C1)OC(F)F)=O